C1(=CC=C(C=C1)OC)C Para-tolylmethyl ether